methyl (4-(2-(3-hydroxy-3-methylbutyl)-5-(2-(pyridin-3-yl)thiazole-4-carboxamido)-2H-indazol-6-yl)benzoyl)glycinate OC(CCN1N=C2C=C(C(=CC2=C1)NC(=O)C=1N=C(SC1)C=1C=NC=CC1)C1=CC=C(C(=O)NCC(=O)OC)C=C1)(C)C